C[C@H]1CC[C@H](CN1C(CC1=CC=C(C=C1)C=1C=NC=NC1)=O)C(=O)O (3R,6S)-6-methyl-1-(2-(4-(pyrimidin-5-yl)phenyl)acetyl)piperidine-3-carboxylic acid